ClC1=CC=C2C3(C(N(C2=C1)C=1C=NN(C1)CCC)=O)CC1=CC=C(C=C1C3)C3=CN=NN3 6'-chloro-1'-(1-propyl-1H-pyrazol-4-yl)-5-(1H-1,2,3-triazol-5-yl)-1,3-dihydrospiro[indene-2,3'-indolin]-2'-one